tert-butyl 6-[6-[1-(1-benzyloxycarbonylazetidin-3-yl)-6-oxo-3-pyridyl]-7-(4-fluoro-2-methoxy-phenyl)thieno[3,2-c]pyridin-4-yl]-3,4-dihydro-1H-isoquinoline-2-carboxylate C(C1=CC=CC=C1)OC(=O)N1CC(C1)N1C=C(C=CC1=O)C1=C(C2=C(C(=N1)C=1C=C3CCN(CC3=CC1)C(=O)OC(C)(C)C)C=CS2)C2=C(C=C(C=C2)F)OC